BrC=1C=NC(=NC1)CC(=O)OC(C)(C)C tert-butyl 2-(5-bromopyrimidin-2-yl)acetate